ClC=1C=C(C=CC1Cl)C1=CC(=CC=C1)[C@H](C(=O)N1CC2=C(N=C(NC2=O)C2(CC2)C2=CC=CC=C2)CC1)O (R)-6-(2-(3',4'-dichloro-[1,1'-biphenyl]-3-yl)-2-hydroxyacetyl)-2-(1-phenylcyclopropyl)-5,6,7,8-tetrahydropyrido[4,3-d]pyrimidin-4(3H)-one